7-(4-(difluoromethoxy)-5-(1-methylpiperidin-4-yl)-1H-benzo[d]imidazol-2-yl)-6-methoxy-1H-Pyrrolo[3,2-c]pyridine-3-carbonitrile FC(OC1=C(C=CC=2NC(=NC21)C=2C1=C(C=NC2OC)C(=CN1)C#N)C1CCN(CC1)C)F